N=1C=NN2C1C=C(C=C2)OC2=C(C=C(C=C2)NC2=NC=NN1C2=C(C=C1)C1CN(C1)C(/C=C/CNC(OC(C)(C)C)=O)=O)C tert-butyl (E)-(4-(3-(4-((4-([1,2,4]triazolo[1,5-a]pyridin-7-yloxy)-3-methylphenyl)amino)pyrrolo[2,1-f][1,2,4]triazin-5-yl)azetidin-1-yl)-4-oxobut-2-en-1-yl)carbamate